N1=CN=C(C2=C1NC=C2)NC2=CC=C(C(=O)NO)C=C2 4-((7H-pyrrolo[2,3-d]pyrimidin-4-yl)amino)-N-hydroxybenzoamide